C(C)(=O)N1CC2C(C(C1)C2)CC2=CC=C(C=C2)NC(OCC2=CN=CO2)=O oxazol-5-ylmethyl (4-((3-acetyl-3-azabicyclo[3.1.1]heptan-6-yl)methyl)phenyl)carbamate